Succinimidyl-3-(2-Pyridyldithio)propanoic Acid C1(CCC(N1C(C(=O)O)CSSC1=NC=CC=C1)=O)=O